methyl-coronene CC1=CC2=CC=C3C=CC4=CC=C5C=CC6=CC=C1C1=C6C5=C4C3=C21